CN1C(N(C(C=2N(C=NC12)C)=O)CCC1=C(N=C(S1)C(C(F)(F)F)(C)O)C)=O 3,7-dimethyl-1-(2-(4-methyl-2-(1,1,1-trifluoro-2-hydroxypropan-2-yl)thiazol-5-yl)ethyl)-1H-purine-2,6(3H,7H)-dione